Cl.N[C@H]1C=C(CC1=C(F)F)C(=O)OC methyl (S)-3-amino-4-(difluoromethylene)cyclopent-1-ene-1-carboxylate hydrochloride